(7-(6-(1-hydroxybutyl-1-d)-4-methylpyridin-3-yl)-2,6-naphthyridin-3-yl)acetamide OC(CCC)([2H])C1=CC(=C(C=N1)C1=NC=C2C=C(N=CC2=C1)CC(=O)N)C